ClC=1C=C(CN2CCC(CC2)CN2N=NC(=C2)C2=C(NC3=CC=C(C=C23)F)C(=O)OCC(C)C)C=CC1OCCC(C)C Isobutyl 3-(1-((1-(3-chloro-4-(isopentyloxy)benzyl)piperidin-4-yl)methyl)-1H-1,2,3-triazol-4-yl)-5-fluoro-1H-indol-2-carboxylat